N-((3S,4R)-1-ethyl-3-fluoropiperidin-4-yl)-2-(3-((2-methoxy-4-(methylsulfonyl)phenyl)amino)prop-1-yn-1-yl)-3-vinyl-2H-indazol-7-amine C(C)N1C[C@@H]([C@@H](CC1)NC1=CC=CC2=C(N(N=C12)C#CCNC1=C(C=C(C=C1)S(=O)(=O)C)OC)C=C)F